N,N-didecyl(triethylsilyl)amine C(CCCCCCCCC)N(CCCCCCCCCC)[Si](CC)(CC)CC